[Br-].C(C1=CC=CC=C1)(=O)C1=CC=C(C=C1)C[N+](CCOC(C=C)=O)(C)C 4-benzoyl-N,N-Dimethyl-N-[2-(1-oxo-2-propenyloxy)ethyl]benzenemethanaminium bromide